(R)-2-(5-fluoro-2-(hydroxymethyl)benzyl)-3-(methoxymethyl)-7-(5-methyl-2-((1-methyl-1h-pyrazole-5-yl)amino)pyridine-4-yl)-3,4-dihydropyrrolo[1,2-a]pyrazine-1(2H)-one FC=1C=CC(=C(CN2C(C=3N(C[C@@H]2COC)C=C(C3)C3=CC(=NC=C3C)NC3=CC=NN3C)=O)C1)CO